ClC1=C(OC2=CC=CC3=C2NC(=NS3(=O)=O)NCC3=C(C=CC=C3)C(F)(F)F)C=CC=C1 5-(2-chlorophenoxy)-3-((2-(trifluoromethyl)benzyl)amino)-4H-benzo[e][1,2,4]thiadiazine 1,1-dioxide